8-((2-chlorothiazol-5-yl)methyl)-3-(2,2,3,3,3-pentafluoropropyl)pyrido[2,3-d]pyrimidine-2,4(3H,8H)-dione ClC=1SC(=CN1)CN1C=CC=C2C1=NC(N(C2=O)CC(C(F)(F)F)(F)F)=O